BrC1=CC(=C(C=C1)[C@@H](CCCCC)O)C1=NN=NN1 (R)-1-(4-Bromo-2-(1H-tetrazol-5-yl)phenyl)hexan-1-ol